methyl 6-fluoro-1-methylindole-2-carboxylate FC1=CC=C2C=C(N(C2=C1)C)C(=O)OC